6-(5-(imidazo[1,5-a]pyridin-1-yl)-3,6-dihydropyridin-1(2H)-yl)pyrimidine-2,4-diamine C=1(N=CN2C1C=CC=C2)C2=CCCN(C2)C2=CC(=NC(=N2)N)N